ClC1=C(C=C2C(=C(NC2=C1)C1=C2C(=NC=C1)NN=C2)C(C)C)C2CCNCC2 4-(6-chloro-3-isopropyl-5-(piperidin-4-yl)-1H-indol-2-yl)-1H-pyrazolo[3,4-b]Pyridine